(±)-5-((4-Cyano-3-((methylsulfinyl)methyl)phenyl)amino)-7-(cyclopropylamino)pyrazolo[1,5-a]pyrimidin-3-carbonitril C(#N)C1=C(C=C(C=C1)NC1=NC=2N(C(=C1)NC1CC1)N=CC2C#N)C[S@](=O)C |r|